(S)-3-(isoquinolin-4-yl)-1-(1-(methylsulfonyl)azetidin-3-yl)-2-oxoimidazoline-4-carbonitrile C1=NC=C(C2=CC=CC=C12)N1C(N(C[C@H]1C#N)C1CN(C1)S(=O)(=O)C)=O